N[C@@]1(C([C@@H](CC1)NC=1C=2N(N=CC1C(=NC1=C(C=C(C=C1)O)C)N)C=C(C2)C=2C=NC(=CC2CC)OC)(C)C)C 4-[[(1R,3S)-3-amino-2,2,3-trimethyl-cyclopentyl]amino]-6-(4-ethyl-6-methoxy-3-pyridyl)-N'-(4-hydroxy-2-methyl-phenyl)pyrrolo[1,2-b]pyridazine-3-carboxamidine